(2S,4R)-N-((R)-1-(4-carbamimidoylthiophen-2-yl)ethyl)-4-(difluoro-methoxy)-1-((4-phenoxybutanoyl)glycyl)pyrrolidine-2-carboxamide C(N)(=N)C=1C=C(SC1)[C@@H](C)NC(=O)[C@H]1N(C[C@@H](C1)OC(F)F)C(CNC(CCCOC1=CC=CC=C1)=O)=O